C1=CC=CC=2[SiH2]C3=C(C21)C=CC=C3 dibenzo[b,d]silole